ClC1=C2C(=NC=C1C1=CC=C(C=C1)C(F)(F)F)NC=C2 4-chloro-5-(4-(trifluoromethyl)phenyl)-1H-pyrrolo[2,3-b]pyridine